The molecule is an oxo-ETE anion that is the conjugate base of 9-oxo-ETE, obtained by deprotonation of the carboxy group; major species at pH 7.3. It is a conjugate base of a 9-oxo-ETE. CCCCC/C=C\\C/C=C\\CC(=O)/C=C/C=C\\CCCC(=O)[O-]